(2-fluorobenzyl)(S)-2-((S)-2-cinnamamido-3-cyclohexylpropionamido)-3-((S)-2-oxopyrrolidin-3-yl)propane FC1=C(CC[C@@H](C[C@H]2C(NCC2)=O)NC([C@H](CC2CCCCC2)NC(C=CC2=CC=CC=C2)=O)=O)C=CC=C1